C(C)(C)(C)C=1N(C2=CC=C(C=C2C1)NC(=O)C1(CC1)C1=CC(=C(C=C1)O)O)C[C@H](CO)O (R)-N-(2-tert-butyl-1-(2,3-dihydroxypropyl)-1H-indol-5-yl)-1-(3,4-dihydroxyphenyl)cyclopropanecarboxamide